4'-(4-cyanotetrahydro-2H-pyran-4-yl)-N-((4,6-dimethyl-2-carbonyl-1,2-dihydropyridin-3-yl)methyl)-5-(ethyl-(tetrahydro-2H-pyran-4-yl)amino)-4-methyl-[1,1'-biphenyl]-3-carboxamide C(#N)C1(CCOCC1)C1=CC=C(C=C1)C1=CC(=C(C(=C1)N(C1CCOCC1)CC)C)C(=O)NCC=1C(NC(=CC1C)C)=C=O